7-[8-ethynyl-7-fluoro-3-(methoxymethoxy)naphthalen-1-yl]-8-fluoro-2-{[(2R,7aS)-2-fluorotetrahydro-1H-pyrrolizin-7a(5H)-yl]methoxy}-4-(piperidin-1-yl)pyrido[4,3-d]pyrimidine C(#C)C=1C(=CC=C2C=C(C=C(C12)C1=C(C=2N=C(N=C(C2C=N1)N1CCCCC1)OC[C@]12CCCN2C[C@@H](C1)F)F)OCOC)F